C(C)(C)(C)OC(=O)N1C[C@@H](CC1)CN1CC2(C1)CCN(CC2)C(=O)OCC2=CC=CC=C2 (S)-Benzyl 2-((1-(tert-butoxycarbonyl)pyrrolidin-3-yl)methyl)-2,7-diazaspiro[3.5]nonane-7-carboxylate